(1-(3-(nicotinamido)phenyl)-1H-1,2,3-triazol-4-yl)isonicotinic acid C(C1=CN=CC=C1)(=O)NC=1C=C(C=CC1)N1N=NC(=C1)C1=C(C(=O)O)C=CN=C1